COC(CC(CC1(CCC2=CC=C(C=C12)Br)O)=O)=O.ClC1=CC=C(C=N1)C1=C(C=C(C=C1)NC(CC1=C(C=C(C=C1)C)F)=O)S(N)(=O)=O N-[4-(6-chloropyridin-3-yl)-3-sulfamoylphenyl]-2-(2-fluoro-4-methylphenyl)acetamide methyl-4-(6-bromo-1-hydroxy-2,3-dihydro-1H-inden-1-yl)-3-oxobutanoate